decanamide hydrochloride Cl.C(CCCCCCCCC)(=O)N